2-chloro-1-(4-bromophenyl)ethanone ClCC(=O)C1=CC=C(C=C1)Br